NC1(CC1)C1=C(C=C(C(=O)OCC)C=C1)C1=CC2=C(N(C[C@H](N(S2(=O)=O)C)CCCC)C2=CC=CC=C2)C=C1F ethyl (R)-4-(1-aminocyclopropyl)-3-(3-butyl-7-fluoro-2-methyl-1,1-dioxido-5-phenyl-2,3,4,5-tetrahydrobenzo[f][1,2,5]thiadiazepin-8-yl)benzoate